3-Bromo-6-tert-butyl-2-(4,4-difluorocyclohexyl)pyridine BrC=1C(=NC(=CC1)C(C)(C)C)C1CCC(CC1)(F)F